tert-Butyl (2-(Benzyloxy)ethyl)(2-fluoroethyl)carbamate C(C1=CC=CC=C1)OCCN(C(OC(C)(C)C)=O)CCF